t-butyl-3-(2-hydroxyethyl)azetidine-1-carboxylic acid C(C)(C)(C)C1N(CC1CCO)C(=O)O